C(C)OC1C2C=CC(C1OCC)C2 5,6-diethoxy-bicyclo[2.2.1]hept-2-ene